[C@H](C)(CC)OC([C@@H](F)ON1[C@@H]2C=C([C@H](N(C1=O)C2)C(N)=O)C)=O (2R)-(S)-2-(((2S,5R)-2-carbamoyl-3-methyl-7-oxo-1,6-diazabicyclo[3.2.1]oct-3-en-6-yl)oxy)-2-fluoroacetic acid sec-butyl ester